BrC1=CC=C(C=C1)C1CN(C1)C(=O)N1C[C@@H]2[C@@H](OCC(N2)=O)CC1 (4aR,8aS)-6-(3-(4-Bromophenyl)azetidine-1-carbonyl)hexahydro-2H-pyrido[4,3-b][1,4]oxazin-3(4H)-one